FC=1C=C2C(CC(NC2=CC1C(=O)OC)=O)(C)C methyl 6-fluoro-4,4-dimethyl-2-oxo-1,2,3,4-tetrahydroquinoline-7-carboxylate